(1-(cyclopropylsulfonyl)-1H-pyrazol-4-yl)-N-(5-((1-(2-fluoroethyl)-1H-pyrazol-4-yl)ethynyl)-4-(1-methyl-1H-pyrazol-4-yl)pyridin-2-yl)pyrimidin-4-amine C1(CC1)S(=O)(=O)N1N=CC(=C1)C1=NC=CC(=N1)NC1=NC=C(C(=C1)C=1C=NN(C1)C)C#CC=1C=NN(C1)CCF